(2-(2-nitroethoxy)propan-2-yl)benzene Hexyl-(2-amino-6-((4-fluorobenzyl)amino)pyridin-3-yl)carbamate C(CCCCC)N(C(O)=O)C=1C(=NC(=CC1)NCC1=CC=C(C=C1)F)N.[N+](=O)([O-])CCOC(C)(C)C1=CC=CC=C1